1-((1H-inden-1-yl)dimethylsilyl)-3-(2-ethylhexyl)-1H-inden-1-yl-lithium C1(C=CC2=CC=CC=C12)[Si](C1(C=C(C2=CC=CC=C12)CC(CCCC)CC)[Li])(C)C